NC=1N=CC2=C(N1)N(C(C(=C2)N2CCN(C1=C(C=CC=C21)C)C(C=C)=O)=O)C2=CC(=CC=C2)OC 2-amino-8-(3-methoxyphenyl)-6-(5-methyl-4-prop-2-enoyl-2,3-dihydroquinoxalin-1-yl)pyrido[2,3-d]pyrimidin-7-one